N1[C@H](CCCC1)C(=O)O D-pipecolic acid